COC1=CC=C2CCC(N(C2=C1)CC1=CC=C(C(=O)NN)C=C1)=O 4-((7-methoxy-2-oxo-3,4-dihydroquinolin-1(2H)-yl)methyl)benzoyl-hydrazine